C1(CC1)C=1N=NN(C1)[C@H](C(=O)N1[C@@H](C[C@H](C1)O)C(=O)NCC(C)(C)C1=CC(=CC=C1)OC)C(C)(C)C (2S,4r)-1-[(2S)-2-(4-cyclopropyl-triazol-1-yl)-3,3-dimethyl-butyryl]-4-hydroxy-N-[2-(3-methoxyphenyl)-2-methyl-propyl]pyrrolidine-2-carboxamide